NCC1=NNC(C2=CC=C(C=C12)C=1C=NN(C1C1=C(C=2C(=NSC2)C=C1)C#N)C)=O 5-(4-(4-(aminomethyl)-1-oxo-1,2-dihydrophthalazin-6-yl)-1-methyl-1H-pyrazol-5-yl)benzo[c]isothiazole-4-carbonitrile